5-chloro-N-((1r,4r)-4-((2-oxo-3-(quinoxalin-6-yl)-2,3-dihydro-1H-benzo[d]imidazol-1-yl)methyl)cyclohexyl)-2-(trifluoromethyl)nicotinamide ClC=1C=NC(=C(C(=O)NC2CCC(CC2)CN2C(N(C3=C2C=CC=C3)C=3C=C2N=CC=NC2=CC3)=O)C1)C(F)(F)F